(R)-1-(2,5-difluoro-pyridin-3-yl)ethyl (1-methyl-4-(5-((2-(trifluoromethyl)-pyridin-4-yl)-carbamoyl)pyridin-2-yl)-1H-1,2,3-triazol-5-yl)-carbamate CN1N=NC(=C1NC(O[C@H](C)C=1C(=NC=C(C1)F)F)=O)C1=NC=C(C=C1)C(NC1=CC(=NC=C1)C(F)(F)F)=O